3-(1H-pyrazol-3-yl)-7-(1H-pyrrolo[2,3-b]pyridin-4-yl)-2H-pyrazolo[4,3-b]pyridine N1N=C(C=C1)C=1NN=C2C1N=CC=C2C2=C1C(=NC=C2)NC=C1